butoxytitanium C(CCC)O[Ti]